COC1=C(C=NC=C1)C1CN(C1)C(=O)OC(C)(C)C tert-butyl 3-(4-methoxypyridin-3-yl)azetidine-1-carboxylate